4-(Cyclopropylthio)-2-fluoroaniline C1(CC1)SC1=CC(=C(N)C=C1)F